tert-butyl 3-(6-(pyrazolo[1,5-a]pyridin-3-yl)pyridin-2-yl)-3,6-diazabicyclo[3.1.1]heptane-6-carboxylate N1=CC(=C2N1C=CC=C2)C2=CC=CC(=N2)N2CC1N(C(C2)C1)C(=O)OC(C)(C)C